C(C)(=O)N[C@@]1(C(OSCC)O[C@@H]([C@H]([C@@H]1O)O)CO)O D-2-Ethylthio 2-acetamido-glucopyranoside